6-(4-(5-methyl-1,3,4,5-tetrahydro-2H-pyrido[4,3-b]indol-2-yl)butoxy)benzo[d]thiazole CN1C2=C(C=3C=CC=CC13)CN(CC2)CCCCOC2=CC1=C(N=CS1)C=C2